FC(/C=C/[C@@H]1[C@H]2CC(O[C@H]2C[C@H]1O)=O)(COC1=CC=CC=C1)F (1S,5R,6R,7R)-6-[(1E)-3,3-difluoro-4-phenoxy-1-butenyl]-7-hydroxy-2-oxabicyclo[3.3.0]octan-3-one